Cl.FC=1C=C(C=C(C1)C=1C=NN(C1)C=1C=NC=CC1)CN (3-fluoro-5-(1-(pyridin-3-yl)-1H-pyrazol-4-yl)phenyl)methanamine hydrochloride